C(=CC)C1=C(OC2=CC=C(C=C2)C2CC3C4C(CC(C3C2)C4)C4=CC=C(C=C4)OC4=C(C=CC=C4)C=CC)C=CC=C1 4,9-bis[4-(o-propenylphenoxy)phenyl]-tricyclo-[5.2.1.02,6]Decane